CC12C(CNC1)C(NC2=O)=O 3a-methyltetrahydropyrrolo[3,4-c]pyrrole-1,3(2H,3aH)-dione